CC(=O)N[C@@H]1[C@H]([C@@H]([C@H](O[C@@H]1OC2=CC=C(C=C2)[N+](=O)[O-])CO)O)O The molecule is an N-acetyl-alpha-D-glucosaminide in which the anomeric hydroxy hydrogen is replaced by a 4-nitrophenyl group. It has a role as a chromogenic compound. It is a C-nitro compound and a N-acetyl-alpha-D-glucosaminide. It derives from a 4-nitrophenol.